N-((S)-2-cyano-1-(4-(ethylsulfonyl)phenyl)ethyl)-4-((2S,4S)-2-((difluoromethoxy)methyl)-4-((pyridin-2-yl)oxy)pyrrolidin-1-yl)benzamide C(#N)C[C@@H](C1=CC=C(C=C1)S(=O)(=O)CC)NC(C1=CC=C(C=C1)N1[C@@H](C[C@@H](C1)OC1=NC=CC=C1)COC(F)F)=O